N-((1R,4R)-4-((2-(6-(2-(pyridin-3-yl)ethyl)quinazolin-4-yl)-2,7-diazaspiro[3.5]nonan-7-yl)methyl)cyclohexyl)ethanesulfonamide N1=CC(=CC=C1)CCC=1C=C2C(=NC=NC2=CC1)N1CC2(C1)CCN(CC2)CC2CCC(CC2)NS(=O)(=O)CC